C(C)(=O)OC1=C(C(=O)OC(CO)O)C=CC=C1 1,2-dihydroxyethyl 2-acetoxybenzoate